3-bromo-5-(3,5-dimethyl-4-(4-methylpiperazin-1-yl)phenyl)-1H-pyrrolo[2,3-b]pyridine-1-carboxylic acid tert-butyl ester C(C)(C)(C)OC(=O)N1C=C(C=2C1=NC=C(C2)C2=CC(=C(C(=C2)C)N2CCN(CC2)C)C)Br